PYRAZOLESULFONAMIDE N1N=C(C=C1)S(=O)(=O)N